2-Acetaminoethyl-((4-(5-(3,4-difluorophenoxy)-2,2-dimethylpentanoyl) piperazin-1-yl) sulfonyl) benzoate C(C1=CC=CC=C1)(=O)OS(=O)(=O)N1C(CN(CC1)C(C(CCCOC1=CC(=C(C=C1)F)F)(C)C)=O)CCNC(=O)C